C(\C=C\C(=O)OCC(=O)N1CCOCC1)(=O)OC methyl 2-morpholin-4-yl-2-oxoethyl (2E)-but-2-ene-1,4-dioate